2-Chloro-5-(5,5-difluoro-4-hydroxy-3-(thiophen-2-yl)-5,6-dihydrocyclopenta[b]pyrrol-1(4H)-yl)benzonitrile ClC1=C(C#N)C=C(C=C1)N1C2=C(C(=C1)C=1SC=CC1)C(C(C2)(F)F)O